NC(C#N)(C)C=1C=NC=C(C1)Br 2-amino-2-(5-bromopyridin-3-yl)propanenitrile